tert-butyl (S)-((1-(3-(2,6-bis(benzyloxy)pyridin-3-yl)-1-methyl-1H-indazol-7-yl)piperidin-3-yl)methyl)carbamate C(C1=CC=CC=C1)OC1=NC(=CC=C1C1=NN(C2=C(C=CC=C12)N1C[C@@H](CCC1)CNC(OC(C)(C)C)=O)C)OCC1=CC=CC=C1